pyridinethioglycolic acid N1=C(C=CC=C1)C(C(=O)O)S